N-(4-([1,4'-bipiperidin]-1'-ylmethyl)phenyl)-4-(m-tolylamino)benzamide tert-butyl-(3S)-3-[4-tert-butoxy-N-(3-pyridylmethyl)anilino]pyrrolidine-1-carboxylate C(C)(C)(C)OC(=O)N1C[C@H](CC1)N(C1=CC=C(C=C1)OC(C)(C)C)CC=1C=NC=CC1.N1(CCCCC1)C1CCN(CC1)CC1=CC=C(C=C1)NC(C1=CC=C(C=C1)NC=1C=C(C=CC1)C)=O